ClC1=CC2=C(N(C(=N2)CN2C(C3(CCNCC3)C3=CC=CC=C23)=O)CCCCF)C=C1 1-{[5-chloro-1-(4-fluorobutyl)-1H-benzimidazol-2-yl]methyl}spiro[indole-3,4'-piperidin]-2(1H)-one